O=C1NC(CCC1N1C(N(C2=C1C=CC=C2CCOC2CCN(CC2)C(=O)OC(C)(C)C)C)=O)=O tert-butyl 4-[2-[1-(2,6-dioxo-3-piperidyl)-3-methyl-2-oxo-benzimidazol-4-yl]ethoxy]piperidine-1-carboxylate